2-(2,2,2-trifluoroethoxy)-6-(trifluoromethyl)pyrimidin-4-amine FC(COC1=NC(=CC(=N1)N)C(F)(F)F)(F)F